(2R-3S,4R-5S)-3-(3-chloro-2-fluoro-phenyl)-4-(4-chloro-2-fluoro-phenyl)-4-cyano-5-(2,2-dimethylpropyl)pyrrolidine-2-carboxylic acid ClC=1C(=C(C=CC1)[C@H]1[C@@H](N[C@H]([C@]1(C#N)C1=C(C=C(C=C1)Cl)F)CC(C)(C)C)C(=O)O)F